N(=C=O)CCCCCCNC(=O)N(C(=O)NCCCCCCN=C=O)CCCCCCN=C=O 1,3,5-tris(6-isocyanatohexyl)-biuret